ClC=1C(=CC2=C(C=3N([C@H](CO2)CC(C)C)C=C(C(C3)=O)C(=O)O)C1)OC (S)-2-Chloro-7-isobutyl-3-methoxy-11-oxo-6,7-dihydro-11H-benzo[f]pyrido[1,2-d][1,4]oxazepine-10-carboxylic acid